2'-chloro-N-(5-(6-chloro-5-(difluoro-methyl)-3-methyl-picolinoyl)-5,6-dihydro-4H-pyrrolo[3,4-d]thiazol-2-yl)-5'-methoxy-6-methyl-[4,4'-bipyridine]-3-carboxamide ClC1=NC=C(C(=C1)C1=C(C=NC(=C1)C)C(=O)NC=1SC2=C(N1)CN(C2)C(C2=NC(=C(C=C2C)C(F)F)Cl)=O)OC